((3-acetamido-4-methoxy-2-methyl-4-oxobutan-2-yl)disulfaneyl)(amino)methaniminium chloride [Cl-].C(C)(=O)NC(C(C)(C)SSC(=[NH2+])N)C(=O)OC